(S)-5-iodo-4-methyl-1-(oxetan-2-ylmethyl)-1H-imidazole IC1=C(N=CN1C[C@H]1OCC1)C